COC([C@@H](O)C)=O.C1=CC=CC=2C3=CC=CC=C3N(C12)C1=CC=C(N)C=C1 4-(9H-carbazol-9-yl)aniline (S)-(-)-methyl-lactate